COC1=CC=C(C=N1)C#CC(=O)O 3-(6-methoxypyridin-3-yl)propynoic Acid